Cl.C(C)(C)N1N=NC=2C=CC=3C=NC(=NC3C21)NC2=C(C=C(C=C2)N2CCN(CC2)C)OC 1-Isopropyl-N-(2-methoxy-4-(4-methyl-piperazin-1-yl)phenyl)-1H-[1,2,3]triazolo[4,5-h]quinazolin-8-amine hydrochloride